2,2'-(4-((6-chloropyridin-2-yl)methyl)-10-(2-(methylsulfonamido)ethyl)-1,4,7,10-tetraazacyclododecane-1,7-diyl)diacetic acid ClC1=CC=CC(=N1)CN1CCN(CCN(CCN(CC1)CC(=O)O)CCNS(=O)(=O)C)CC(=O)O